ytterbium silicate [Si]([O-])([O-])([O-])[O-].[Yb+3].[Si]([O-])([O-])([O-])[O-].[Si]([O-])([O-])([O-])[O-].[Yb+3].[Yb+3].[Yb+3]